FC(S(=O)(=O)[O-])(F)F.ClC1=C(C=CC(=C1)C(C1=CC=CC=C1)=O)SC1=CC=C(C=C1)[S+](C1=CC=C(C=C1)F)C1=CC=C(C=C1)F 4-(2-chloro-4-benzoylphenylthio)phenylbis(4-fluorophenyl)sulfonium trifluoromethanesulfonate